C(C)(C)(C)OC(=O)N1[C@H]2C[C@@H]([C@@H](C1)C2)C2=CC=C(C=C2)C2=CC(=CC1=CC(=CC=C21)C2=CC=C(C=C2)C(F)(F)F)C(=O)O 4-(4-((1S,4S,5S)-2-(tert-Butoxycarbonyl)-2-azabicyclo[2.2.1]heptan-5-yl)phenyl)-7-(4-(trifluoromethyl)phenyl)-2-naphthoic acid